(R)-1-(1-(4-(2,6-bis(benzyloxy)pyridin-3-yl)-2-fluorophenyl)-3,3-difluoropiperidin-4-yl)-4-(4-chloro-2,3-difluorophenyl)piperazine C(C1=CC=CC=C1)OC1=NC(=CC=C1C1=CC(=C(C=C1)N1CC([C@@H](CC1)N1CCN(CC1)C1=C(C(=C(C=C1)Cl)F)F)(F)F)F)OCC1=CC=CC=C1